4-{(1S,3S)-3-[5-(2-cyclopropylpyridin-3-yl)-1,3,4-oxadiazol-2-yl]-2,2-dimethylcyclopropyl}benzenesulfonamide C1(CC1)C1=NC=CC=C1C1=NN=C(O1)[C@@H]1C([C@H]1C1=CC=C(C=C1)S(=O)(=O)N)(C)C